4-(pyrazin-2-yl)-N-[4-(pyridin-2-yl)-1,3-thiazol-2-yl]Pyridin-2-amine N1=C(C=NC=C1)C1=CC(=NC=C1)NC=1SC=C(N1)C1=NC=CC=C1